1-(2,2-dimethylpropyl)-5-fluoro-6-(3-fluoro-2-pyridyl)indol CC(CN1C=CC2=CC(=C(C=C12)C1=NC=CC=C1F)F)(C)C